C(C)OC(C1=C(C=CC(=C1)P(=O)(C)C)N(CC#C)C(=O)OC(C)(C)C)=O ((tert-Butoxycarbonyl)(prop-2-yn-1-yl)amino)-5-(dimethylphosphoryl)benzoic acid ethyl ester